C(C)O/C=C/C1=CC2=CN(N=C2C=C1)C (E)-5-(2-ethoxyvinyl)-2-methyl-2H-indazole